ClC=1C=C(C(=NC1)OC=1C=CC=2N(C1C)C=C(N2)C(=O)NC2(CCS(CC2)(=O)=O)C)OCC(F)(F)F 6-((5-chloro-3-(2,2,2-trifluoroethoxy)pyridin-2-yl)oxy)-5-methyl-N-(4-methyl-1,1-dioxidotetrahydro-2H-thiopyran-4-yl)imidazo[1,2-a]pyridine-2-carboxamide